C(C1=CC=CC=C1)OC(=O)NC1CC=2C=C(C(=CC2CC1)N1CC2CCC(C1)N2C(=O)OC(C)(C)C)Br tert-butyl 3-(6-[[(benzyloxy) carbonyl] amino]-3-bromo-5,6,7,8-tetrahydronaphthalen-2-yl)-3,8-diazabicyclo[3.2.1]octane-8-carboxylate